ClC=1N=CC2=C(C=CC(=C2C1)C(C)C)N1[C@@H]([C@H](C1)C[S@](=O)C)C 3-chloro-5-isopropyl-8-((2R,3S)-2-methyl-3-(((R)-methylsulfinyl)methyl)azetidine-1-yl)isoquinoline